IC1=CC=C(N=N1)NC1C[C@H]2CC[C@@H](C1)N2C(=O)OC(C)(C)C tert-butyl (1R,3S,5S)-3-[(6-iodopyridazin-3-yl) amino]-8-azabicyclo[3.2.1]octane-8-carboxylate